4-[2,6-dimethyl-4-(1-methyl-1H-pyrazol-4-yl)benzenesulfonyl]-1,5-dimethyl-1,2,3,4-tetrahydroquinoxaline CC1=C(C(=CC(=C1)C=1C=NN(C1)C)C)S(=O)(=O)N1CCN(C2=CC=CC(=C12)C)C